(6-amino-3-azabicyclo[3.1.0]hex-3-yl)-[6-(1H-benzimidazol-2-yl)-2-pyridyl]methane NC1C2CN(CC12)CC1=NC(=CC=C1)C1=NC2=C(N1)C=CC=C2